2,6-dichloropyridine-4-thiol ClC1=NC(=CC(=C1)S)Cl